N-(1-(5-(3-cyano-6-hydroxypyrazolo[1,5-a]pyridin-4-yl)pyridin-2-yl)-4-methylpiperidin-4-yl)-3-fluoromethylpyridinamide C(#N)C=1C=NN2C1C(=CC(=C2)O)C=2C=CC(=NC2)N2CCC(CC2)(C)NC(=O)C2=NC=CC=C2CF